C(CCC)N1N=C(C(=C1C)O)CCC 1-n-butyl-4-hydroxy-5-methyl-3-n-propyl-pyrazole